8-(5-((9-(3,3-Dimethylbutyl)-3,9-diazaspiro[5.5]undecan-3-yl)sulfonyl)pyridin-2-yl)-1-oxa-8-azaspiro[4.5]decane CC(CCN1CCC2(CCN(CC2)S(=O)(=O)C=2C=CC(=NC2)N2CCC3(CCCO3)CC2)CC1)(C)C